(2R,3R)-2-(2,4-difluorophenyl)-3-(((2-(4-fluorophenyl)-3-(pyridin-4-yl)pyrazolo[1,5-a]pyridin-6-yl)methyl)amino)-1-(1H-1,2,4-triazol-1-yl)butan-2-ol FC1=C(C=CC(=C1)F)[C@@](CN1N=CN=C1)([C@@H](C)NCC=1C=CC=2N(C1)N=C(C2C2=CC=NC=C2)C2=CC=C(C=C2)F)O